2-[[5-[3-(Difluoromethyl)-4-fluoro-phenyl]-3-pyridyl]methyl]-4,8-dioxa-2-azaspiro[4.5]decan-3-one FC(C=1C=C(C=CC1F)C=1C=C(C=NC1)CN1CC2(OC1=O)CCOCC2)F